4-((2R,3R,4S,5S)-3-(2-(difluoromethoxy)-3,4-difluorophenyl)-4,5-dimethyl-5-(trifluoromethyl)tetrahydrofuran-2-carboxamido)-N-methylpicolinamide FC(OC1=C(C=CC(=C1F)F)[C@@H]1[C@@H](O[C@@]([C@H]1C)(C(F)(F)F)C)C(=O)NC1=CC(=NC=C1)C(=O)NC)F